(S)-N-(1-(2-Chloro-6-fluorophenyl)ethyl)-2-(3-cyclopropyl-1-methyl-7-oxo-1,7-dihydro-6H-pyrazolo[3,4-d]pyridazin-6-yl)acetamid ClC1=C(C(=CC=C1)F)[C@H](C)NC(CN1N=CC2=C(C1=O)N(N=C2C2CC2)C)=O